O=C1C(C=[Ru-]Cl)C=C(C=C1)[N+](=O)[O-] (2-oxo-5-nitrobenzylidene)ruthenium(II) chloride